C(CCC)C1=CC=C(C=C1)C=1C=C2CC(C(C2=CC1)NC(O[C@@H]1CN2CCC1CC2)=O)(CC)CC (S)-quinuclidin-3-yl (5-(4-butylphenyl)-2,2-diethyl-2,3-dihydro-1H-inden-1-yl)carbamat